C(#N)\C(\C(=O)NC(OCC)=O)=N/NC1=CC(=C(C(=C1)Cl)OC=1C=C2C(=CC=NC2=CC1)CC)Cl (E)-ethyl (2-cyano-2-(2-(3,5-dichloro-4-((4-ethylquinolin-6-yl)oxy)phenyl)hydrazono)acetyl)carbamate